Cl.Cl.NC(C)C=1C=C(C(=C(N)C1)F)C(F)(F)F 5-(1-aminoethyl)-2-fluoro-3-(trifluoromethyl)aniline 2HCl